1,4-dihydro-5,7-dinitrobenzofurazan-4-ol-3-oxide [N+](=O)([O-])C1=CC(=C2C(=[N+](ON2)[O-])C1O)[N+](=O)[O-]